NC([C@H](C[C@H]1C(NCC1)=O)NC(=O)[C@H]1N(CC2(CC2)C1)C(=O)C=1NC2=CC=CC(=C2C1)OC)=O (6S)-N-[(1S)-2-amino-2-oxo-1-[[(3S)-2-oxopyrrolidin-3-yl]methyl]ethyl]-5-(4-methoxy-1H-indole-2-carbonyl)-5-azaspiro[2.4]heptane-6-carboxamide